ClC1=CC=C(C=N1)N1C[C@H](CCC1)NC(OC(C)(C)C)=O tert-butyl N-[(3S)-1-(6-chloro-pyridin-3-yl)piperidin-3-yl]carbamate